1-methyl-8-(1-methyl-1H-pyrazol-4-yl)-2-(tetrahydro-2H-pyran-4-yl)-3H-pyrrolo[2,3-c]isoquinoline CC1=C(NC=2N=CC=3C=CC(=CC3C21)C=2C=NN(C2)C)C2CCOCC2